O=C1C(=C(C=NN1)C(C(=O)O)(C)OCCCN)C(F)(F)F 6-oxo-5-(trifluoromethyl)-1,6-dihydropyridazin-4-yl-aminopropoxypropanoic acid